2,2-dimethyl-3-(4-methylpiperazin-1-yl)propionic acid CC(C(=O)O)(CN1CCN(CC1)C)C